ClC1=NC=CC(=C1)OC=1C(=NN(C1)C1CC1)C1CCN(CC1)C1COC1 2-chloro-4-((1-cyclopropyl-3-(1-(oxetan-3-yl)piperidin-4-yl)-1H-pyrazol-4-yl)oxy)pyridine